methyl 2-((3-(difluoro-methoxy)-2-formylphenyl)amino)-4,5-difluorobenzoate FC(OC=1C(=C(C=CC1)NC1=C(C(=O)OC)C=C(C(=C1)F)F)C=O)F